BrCC(C[C@]1(NC[C@@H](C1)F)C(=O)OC)O methyl (2R,4R)-2-(3-bromo-2-hydroxypropyl)-4-fluoropyrrolidine-2-carboxylate